C(C)C1CC(CC2=C1N=C(S2)C(=O)OCCN)(C)C.C(CCCCC(C)C)OP(=O)(O)O isooctylphosphate-ethanolamine ethyl-6,6-dimethyl-4,5,6,7-tetrahydrobenzo[d]thiazole-2-carboxylate